N[C@@H]1[C@@H](CCCCC=C1)C(=O)O cis-2-Amino-3-cyclooctene-1-carboxylic acid